N1(CCOCC1)C(=O)C1=C(C=CC=C1)C1=CC=CC=C1 (morpholine-4-carbonyl)biphenyl